C(C)(C)(C)OC(C1=C(C=CC(=C1)C=O)OC)=O 5-formyl-2-methoxybenzoic acid tert-butyl ester